OC1=C(C=CC(=C1)OCCCC)C1=NC(=NC(=N1)C1=C(C=C(C=C1)OCCCC)O)C1=C(C=C(C=C1)OC(CCC)=O)OC(CCC)=O 2,4-bis(2-hydroxy-4-butyloxyphenyl)-6-(2,4-bis-Butyroxyphenyl)-1,3,5-triazine